C(C)(C)(C)OC(=O)NC=1C=C(C=CC1)C=1SC=C(N1)C(=O)N[C@@H](CO)C(=O)O (2-(3-((tert-butoxycarbonyl)amino)phenyl)thiazole-4-carbonyl)serine